tert-butyl 4-([1-[6-chloro-2-(methylsulfanyl)pyrimidin-4-yl]-1,2,3-benzotriazol-5-yl]oxy)pyrazole-1-carboxylate ClC1=CC(=NC(=N1)SC)N1N=NC2=C1C=CC(=C2)OC=2C=NN(C2)C(=O)OC(C)(C)C